2-(4-(2-(2-(4-(5-(ethoxycarbonyl)pyrimidin-2-yl)piperazin-1-yl)ethoxy)ethyl)piperazin-1-yl)-7,8-dihydropyrido[4,3-d]pyrimidine C(C)OC(=O)C=1C=NC(=NC1)N1CCN(CC1)CCOCCN1CCN(CC1)C=1N=CC2=C(N1)CCN=C2